C(C1=CC=CC=C1)OC(=O)N[C@H](C(NCCOCCOCCOCCOCCOCCOCCOC)=O)CC(=O)OC(C)(C)C tert-Butyl (25S)-25-{[(benzyloxy)carbonyl]amino}-24-oxo-2,5,8,11,14,17,20-heptaoxa-23-azaheptacosan-27-oate